(1S,4s)-4-(8-(2-chloro-4,6-difluorophenylamino)-2-((R)-3,3-difluorocyclopentylamino)-9H-purin-9-yl)cyclohexanecarboxamide ClC1=C(C(=CC(=C1)F)F)NC=1N(C2=NC(=NC=C2N1)N[C@@H]1CC(CC1)(F)F)C1CCC(CC1)C(=O)N